(2S,4R)-4-(2-((3-chlorophenyl)amino)-2-oxoethyl)-1-(2-methylbenzofuro[3,2-d]pyrimidin-4-yl)pyrrol ClC=1C=C(C=CC1)NC(CC=1C=CN(C1)C=1C2=C(N=C(N1)C)C1=C(O2)C=CC=C1)=O